N1=CC=CC(=C1)C1N(C)CCC1.[Na] sodium nicotine